nickel alloyl-carbon C(C=C)(=O)[C].[Ni]